1-[ethyl(3-methylpyrazin-2-yl)amino]-2-methylpropan-2-ol C(C)N(CC(C)(O)C)C1=NC=CN=C1C